NC([C@H](CC1C(NC2=CC(=CC=C12)C)=O)NC([C@H](CC1CC1)NC(=O)C=1NC2=CC=CC(=C2C1)OC)=O)=O N-[(1S)-2-[[(1S)-2-amino-1-[(6-methyl-2-oxo-indolin-3-yl)methyl]-2-oxo-ethyl]amino]-1-(cyclopropylmethyl)-2-oxo-ethyl]-4-methoxy-1H-indole-2-carboxamide